OCC1OS(OC1)(=O)=O 4-(hydroxymethyl)-1,3,2-dioxathiolane 2,2-dioxide